BrC=1C=C2C=CN(C2=C(C1)N)S(=O)(=O)C1=CC=C(C)C=C1 5-bromo-1-tosyl-1H-indol-7-amine